C[C@H]1CCN(CCO1)C=1C=C2C(=CC=NC2=CC1)C(=O)O (S)-6-(7-methyl-1,4-oxaazepan-4-yl)quinoline-4-carboxylic acid